ClC1=C(N=C(N=N1)NC1=CC=C2C=CNC2=C1)C N-(6-chloro-5-methyl-1,2,4-triazin-3-yl)-indol-6-yl-amine